O[C@H](C(=O)OCC[C@@H](C)O)C (R)-3-hydroxybutyl (S)-2-hydroxypropionate